5-Bromo-2-chloro-4,6-dimethyl-pyrimidine BrC=1C(=NC(=NC1C)Cl)C